ClC1=CC=C(C=C1)C1=C(C=C(N1C)C(CN1CCC(CC1)O)=O)C 1-(5-(4-Chlorophenyl)-1,4-dimethyl-1H-pyrrol-2-yl)-2-(4-hydroxy-piperidin-1-yl)ethanone